ClC1=C(C=O)C=CC(=C1)S(=O)(=O)C 2-chloro-4-(methyl-sulfonyl)benzaldehyde